FC1(CC(C1)CCNC[C@@H]1OC2=C(C1)C(=C(C(=C2)O)N2CC(NS2(=O)=O)=O)F)F 5-[(2R)-2-({[2-(3,3-difluorocyclobutyl)ethyl]amino}methyl)-4-fluoro-6-hydroxy-2,3-dihydro-1-benzofuran-5-yl]-1λ6,2,5-thiadiazolidine-1,1,3-trione